ONC(=N)C1=CSC=2CN(CCC21)C(=O)OC(C)(C)C tert-butyl 3-(N-hydroxycarbamimidoyl)-4,7-dihydrothieno[2,3-c]pyridine-6(5H)-carboxylate